C(C)(C)C=1C(=NN(C1C=1C=C(C=2N(C1)N=CN2)C)COCC[Si](C)(C)C)C2CCC1(OCCO1)CC2 6-(4-isopropyl-3-(1,4-dioxaspiro[4.5]dec-8-yl)-1-((2-(trimethylsilyl)ethoxy)methyl)-1H-pyrazol-5-yl)-8-methyl-[1,2,4]triazolo[1,5-a]pyridine